C(C)(C)(C)[Si](OC(CN(CCCOC(=O)N[C@H](C(=O)OCCCN(CC(CCCCCCCCCC)O[Si](C(C)(C)C)(C)C)CC(CCCCCCCCCC)O[Si](C)(C)C(C)(C)C)CCC1=CC=CC=C1)CC(CCCCCCCCCC)O[Si](C(C)(C)C)(C)C)CCCCCCCCCC)(C)C 3-(bis{2-[(tert-butyl)bis(methyl)siloxy]dodecyl}amino)propyl (S)-2-[3-(bis{2-[(tert-butyl)bis(methyl)siloxy]dodecyl}amino)propoxycarbonylamino]-4-phenylbutyrate